NC1=C2OC(C3=C(C(N(CC=4C(C(C=N1)=C2)=C(N(N4)C)C#N)C)=O)C=CC(=C3)F)C 7-Amino-12-Fluoro-2,10,16-Trimethyl-15-Oxo-10,15,16,17-Tetrahydro-2H-8,4-(Metheno)Pyrazolo[4,3-H][2,5,11]Benzoxadiazacyclotetradecine-3-Carbonitrile